tridecan-6-one CCCCCC(CCCCCCC)=O